3,3-difluorocyclopentane-1-carbaldehyde FC1(CC(CC1)C=O)F